4-[4-(2-Tetrahydropyran-4-ylethoxy)phenyl]tetrahydropyran O1CCC(CC1)CCOC1=CC=C(C=C1)C1CCOCC1